bis(3,4-epoxycyclohexylmethyl) adipate 3,4-epoxy-6-methylcyclohexaneformate CC1CC2C(CC1C(=O)O)O2.C(CCCCC(=O)OCC2CC1C(CC2)O1)(=O)OCC1CC2C(CC1)O2